(2R)-N-[[2-fluoro-4-(trifluoromethyl)phenyl]methyl]-1-methoxy-propan-2-amine FC1=C(C=CC(=C1)C(F)(F)F)CN[C@@H](COC)C